dipentaerythritol trimethacrylate C(C(=C)C)(=O)OCC(COC(C(=C)C)=O)(COCC(COC(C(=C)C)=O)(CO)CO)CO